O=C1C(=NN(C=C1)C1=CC=CC=C1)C(=O)N 4-oxo-1-phenyl-1,4-diHydropyridazine-3-carboxamide